C(C)(=O)NC1=NC=CC(=C1)CN1N=C(C=C1)C1=C(C=NC(=C1)C1=CC=C(C=C1)F)CNC(C=C)=O N-((4-(1-((2-acetamidopyridin-4-yl)methyl)-1H-pyrazol-3-yl)-6-(4-fluorophenyl)pyridin-3-yl)methyl)acrylamide